O[C@H](CC1CN(C1)C(=O)OCC1=CC=CC=C1)COS(=O)(=O)C1=CC=C(C)C=C1 (R)-benzyl 3-(2-hydroxy-3-(tosyloxy)propyl)azetidine-1-carboxylate